2-(2-((3R,4R)-3-amino-4-fluoropiperidin-1-yl)-5,6-difluoro-1H-benzo[d]imidazol-1-yl)-N-methyl-N-(thiazol-2-yl)acetamide N[C@@H]1CN(CC[C@H]1F)C1=NC2=C(N1CC(=O)N(C=1SC=CN1)C)C=C(C(=C2)F)F